C(C1=CC=CC=C1)N1N=NC=C1OC1=C(C(=C(C=C1)C1=CN=C2N1C=CN=C2NC2=CC(=C(C(=O)NCC1CCN(CC1)CC1CN(CC1)C(=O)OC(C)(C)C)C=C2)CC)F)F tert-Butyl 3-[[4-[[[4-[[3-[4-(3-benzyltriazol-4-yl)oxy-2,3-difluoro-phenyl]imidazo[1,2-a]pyrazin-8-yl]amino]-2-ethyl-benzoyl]amino]methyl]-1-piperidyl]methyl]pyrrolidine-1-carboxylate